1',2'-bis[bis(3,5-dimethylphenyl)phosphino]-1,1'-biphenyl CC=1C=C(C=C(C1)C)P(C1(C(C=CC=C1)P(C1=CC(=CC(=C1)C)C)C1=CC(=CC(=C1)C)C)C1=CC=CC=C1)C1=CC(=CC(=C1)C)C